1-[4-(4-{[(1S)-1-phenylethyl]carbamoyl}-1H-1,2,3-triazol-1-yl)butyl]-N-{[4-(trifluoromethyl)pyridin-2-yl]methyl}-1H-1,2,3-triazole-4-carboxamide C1(=CC=CC=C1)[C@H](C)NC(=O)C=1N=NN(C1)CCCCN1N=NC(=C1)C(=O)NCC1=NC=CC(=C1)C(F)(F)F